phenyl-N-(3-methoxy-2-methylbenzyl)-1,2-dimethyl-1H-pyrrole-3-carboxamide C1(=CC=CC=C1)C=1C(=C(N(C1)C)C)C(=O)NCC1=C(C(=CC=C1)OC)C